tert-butyl (tert-butoxycarbonyl)(7-(6-(1-(2,2,2-trifluoro-1-(4-fluorophenyl)ethyl)-1H-pyrazol-4-yl)pyrazin-2-yl)-[1,2,4]triazolo[1,5-a]pyridin-2-yl)carbamate C(C)(C)(C)OC(=O)N(C(OC(C)(C)C)=O)C1=NN2C(C=C(C=C2)C2=NC(=CN=C2)C=2C=NN(C2)C(C(F)(F)F)C2=CC=C(C=C2)F)=N1